bis(((1S,2R,4S)-2-(methoxymethyl)-3-oxoquinuclidin-2-yl)methyl) phenyl phosphate P(=O)(OC[C@]1(N2CCC(C1=O)CC2)COC)(OC[C@]2(N1CCC(C2=O)CC1)COC)OC1=CC=CC=C1